ClC=1C=C2C(NC(NC2=CC1CC1=C(N=C(NC1=O)C)C)=O)(C(F)(F)F)C#CC1CC1 6-chloro-4-(cyclopropylethynyl)-7-((2,4-dimethyl-6-oxo-1,6-dihydropyrimidin-5-yl)methyl)-4-(trifluoromethyl)-3,4-dihydroquinazolin-2(1H)-one